1-METHYL-7-NITRO-1H-INDAZOL-5-OL CN1N=CC2=CC(=CC(=C12)[N+](=O)[O-])O